tert-butyl 7-[[4-[(5-cyclopropyl-1H-pyrazol-3-yl)amino]pyrimidin-2-yl]-methyl-amino]-2-azaspiro[3.5]nonane-2-carboxylate C1(CC1)C1=CC(=NN1)NC1=NC(=NC=C1)N(C1CCC2(CN(C2)C(=O)OC(C)(C)C)CC1)C